FC1=C(C=C(C(=C1)F)F)NS(=O)(=O)C1=CNC=2C=C3C(=CC12)OCO3 N-(2,4,5-trifluorophenyl)-5H-[1,3]dioxolo[4,5-f]indole-7-sulfonamide